3,5,5-trimethylcyclohexane acrylate C(C=C)(=O)O.CC1CCCC(C1)(C)C